4-amino-N-((3S)-6-methoxy-2,3-dihydro-1-benzofuran-3-yl)-N,1-dimethyl-1H-pyrazolo[4,3-c]quinoline-8-carboxamide NC1=NC=2C=CC(=CC2C2=C1C=NN2C)C(=O)N(C)[C@@H]2COC1=C2C=CC(=C1)OC